tert-butyl 2-[[4-(3-carbamoyl-4-nitro-pyrazol-1-yl)phenyl]methoxymethyl]piperidine-1-carboxylate C(N)(=O)C1=NN(C=C1[N+](=O)[O-])C1=CC=C(C=C1)COCC1N(CCCC1)C(=O)OC(C)(C)C